[N+](=O)([O-])C1=C(C=C(C=C1)C(F)(F)F)O 2-nitro-5-(trifluoromethyl)phenol